BrC(C(=O)NC1=CC=C(C=C1)Br)=C 2-Bromo-N-(4-bromophenyl)acrylamide